CN1N=C(C(=C1)C(=O)NC1=C(C=CC=C1)C1=C(C=CC=C1)C(F)(F)F)C(F)(F)F 1-methyl-3-(trifluoromethyl)-N-[2'-(trifluoromethyl)biphenyl-2-yl]-1H-pyrazole-4-amide